N,N-diethyl-5-(6-fluoro-1H-indol-7-yl)-6-(hydroxymethyl)-1-methyl-1,2,3,6-tetrahydropyridine-3-carboxamide C(C)N(C(=O)C1CN(C(C(=C1)C=1C(=CC=C2C=CNC12)F)CO)C)CC